O-(tert-butyldimethylsilyl)4-cinnamylphenol [Si](C)(C)(C(C)(C)C)OC1=CC=C(C=C1)CC=CC1=CC=CC=C1